2-((1-methyl-1H-pyrazol-4-yl)methyl)-6-((2-methyl-6-(trifluoromethyl)pyridin-3-yl)sulfonyl)-2,6-diazaspiro[3.3]heptane CN1N=CC(=C1)CN1CC2(C1)CN(C2)S(=O)(=O)C=2C(=NC(=CC2)C(F)(F)F)C